4-[1-(4-fluorophenyl)-3-methoxy-propyl]piperidine-1-carboxylic acid tert-butyl ester C(C)(C)(C)OC(=O)N1CCC(CC1)C(CCOC)C1=CC=C(C=C1)F